FC1(CCCC=2C(=NC(=NC12)N1C(C(C1)F)C)N1C[C@@H]2C([C@@H]2C1)CC(=O)O)F ((1R,5S,6s)-3-(8,8-difluoro-2-(3-fluoro-2-methylazetidin-1-yl)-5,6,7,8-tetrahydroquinazolin-4-yl)-3-azabicyclo[3.1.0]hex-6-yl)acetic acid